CN1N=CC(=C1)C=1C=CC=2N(C1)N=CC2N2CCN(CC2)C(=O)OCC=2SC(=CN2)Cl (5-chlorothiazol-2-yl)methyl 4-(6-(1-methyl-1H-pyrazol-4-yl) pyrazolo[1,5-a]pyridin-3-yl)piperazine-1-carboxylate